2-Methoxy-4-[2-(trifluoromethyl)phenoxy]-5H,6H,7H,8H-pyrido[3,4-d]pyrimidine-7-carboxylic acid tert-butyl ester C(C)(C)(C)OC(=O)N1CC=2N=C(N=C(C2CC1)OC1=C(C=CC=C1)C(F)(F)F)OC